COC1=C(C(=CC=C1)OC)Br 1,3-dimethoxy-2-bromobenzene